C(C1=CC=CC=C1)OC(NC(C(=O)C1=CC=C(C=C1)Cl)C)=O Benzyl(1-(4-chlorophenyl)-1-oxopropan-2-yl)carbamate